(S)-(1-((6-(methoxycarbonyl)-1-(oxetan-2-ylmethyl)-1H-benzo[d]imidazol-2-yl)methyl)-6-oxo-1,6-dihydropyridazin-4-yl)boronic acid COC(=O)C=1C=CC2=C(N(C(=N2)CN2N=CC(=CC2=O)B(O)O)C[C@H]2OCC2)C1